C1(CC1)NC(C(CC(=C)[C@H]1CC=C(C(C1)=O)C)(F)F)=O (S)-N-cyclopropyl-2,2-difluoro-4-(4-methyl-5-oxocyclohex-3-en-1-yl)pent-4-enamide